Pyridine tribromide salt [Br-].[Br-].[Br-].N1=CC=CC=C1